C(C)O[Si](C1(C(C)O1)OCCC)(OCC)OCC triethoxy(3-epoxypropyl-oxypropyl)silane